2-(4-(1-bromonaphthalen-2-yl)phenyl)-4,6-diphenyl-1,3,5-triazine BrC1=C(C=CC2=CC=CC=C12)C1=CC=C(C=C1)C1=NC(=NC(=N1)C1=CC=CC=C1)C1=CC=CC=C1